(3R,4R)-4-(3,4-dimethoxybenzyl)-3-(4-hydroxy-3-phenylethoxybenzyl)-3-methyldihydrofuran-2(3H)-one COC=1C=C(C[C@@H]2[C@@](C(OC2)=O)(C)CC2=CC(=C(C=C2)O)OCCC2=CC=CC=C2)C=CC1OC